4-(benzylthio)-2,3,5,6-tetramethylphenyl 4-hydroxy-2,3,6-trimethylbenzoate OC1=C(C(=C(C(=O)OC2=C(C(=C(C(=C2C)C)SCC2=CC=CC=C2)C)C)C(=C1)C)C)C